5-((Benzyloxy)methyl)-2-(1-chloro-8-((1,1,1-trifluoropropan-2-yl)oxy)isoquinolin-6-yl)-4-ethyl-2,4-dihydro-3H-1,2,4-triazol-3-one C(C1=CC=CC=C1)OCC=1N(C(N(N1)C=1C=C2C=CN=C(C2=C(C1)OC(C(F)(F)F)C)Cl)=O)CC